1-bromo-3-isopropylimidazo[1,5-a]pyridine BrC=1N=C(N2C1C=CC=C2)C(C)C